Tert-butyl 7-(5-ethynylpyrimidin-2-yl)-6-oxo-2,7-diazaspiro[4.4]nonane-2-carboxylate C(#C)C=1C=NC(=NC1)N1C(C2(CCN(C2)C(=O)OC(C)(C)C)CC1)=O